C1OCCO1 2,5-dioxacyclopentane